C1(CCCCC1)(C(=O)OCCCCCCCCC)C(=O)OCCCCCCCCC cyclohexanedicarboxylic acid, dinonyl ester